N=1C=NN2C1C=C(C=C2)OC2=C(C=C(C=C2)NC2=NC=NN1C2=C(C=C1)N1CCC(CC1)NC(C=C)=O)C N-(1-(4-((4-([1,2,4]triazolo[1,5-a]pyridin-7-yloxy)-3-methylphenyl)amino)pyrrolo[2,1-f][1,2,4]triazin-5-yl)piperidin-4-yl)acrylamide